(S)-2-(3-amino-1H-pyrazol-1-yl)propan-1-ol NC1=NN(C=C1)[C@H](CO)C